ClC=1C(=CC=C2N=CC(=NC12)C=1C=NN(C1)C1CN(C1)C(=O)N(C)C)OC1=CC2=C(N=C(N2COCC[Si](C)(C)C)C)C=C1 3-[4-[8-chloro-7-[2-methyl-3-(2-trimethylsilylethoxymethyl)benzimidazol-5-yl]oxy-quinoxalin-2-yl]pyrazol-1-yl]-N,N-dimethyl-azetidine-1-carboxamide